tert-butyl (3S,4S)-3-methoxy-4-pentadecanamidopyrrolidine-1-carboxylate CO[C@H]1CN(C[C@@H]1NC(CCCCCCCCCCCCCC)=O)C(=O)OC(C)(C)C